2-[3-[[1-(2,6-dioxo-3-piperidyl)-3-methyl-2-oxo-benzimidazol-5-yl]amino]pyrazol-1-yl]-N-[5-fluoro-7-hydroxy-6-(1,1,4-trioxo-1,2,5-thiadiazolidin-2-yl)-2-naphthyl]acetamide O=C1NC(CCC1N1C(N(C2=C1C=CC(=C2)NC2=NN(C=C2)CC(=O)NC2=CC1=CC(=C(C(=C1C=C2)F)N2S(NC(C2)=O)(=O)=O)O)C)=O)=O